1-((3s,4r)-4-(3,5-difluorophenyl)-1-(2-methoxyethyl)pyrrolidin-3-yl)-3-(3-methoxy-1-phenyl-4-(trifluoromethyl)-1H-pyrazol-5-yl)urea FC=1C=C(C=C(C1)F)[C@H]1[C@@H](CN(C1)CCOC)NC(=O)NC1=C(C(=NN1C1=CC=CC=C1)OC)C(F)(F)F